CC=1NC2=CC(=CC=C2C1C)C(C#N)(C=1C=C(C=CC1)C)C1=CC=C(C=C1)O 2-(2,3-Dimethyl-1H-indol-6-yl)-2-(4-hydroxyphenyl)-2-(m-tolyl)acetonitrile